IC1=CC=C(C(=O)OC2=C(C(=O)OCCCCCCCCCCOC3=CC=C(C=C3)C3=CC=C(C=C3)C#N)C=C(C=C2)OC(C2=CC=C(C=C2)I)=O)C=C1 10-[4-(4-cyanophenyl)phenoxy]decyl 2,5-bis[(4-iodobenzoyl)oxy]benzoate